CS(=O)(=O)O.CN(CCOC1=C(C=C(C(=C1)OC)NC1=NC=CC(=N1)C1=CN(C2=CC=CC=C12)C)NC(C=C)=O)C N-[2-[2-(Dimethylamino)ethoxy]-4-methoxy-5-[[4-(1-methyl-1H-indol-3-yl)-2-pyrimidinyl]amino]phenyl]-2-propenamide methanesulfonate salt